1-(2-methylbenzo[d]thiazol-6-yl)propan-1-ol CC=1SC2=C(N1)C=CC(=C2)C(CC)O